4-(3-((5-(5-(difluoromethyl)-1,3,4-oxadiazol-2-yl)pyridin-2-yl)methyl)-5,5-dimethyl-2,4-dioxoimidazolidin-1-yl)indoline-1-carboxylic acid tert-butyl ester C(C)(C)(C)OC(=O)N1CCC2=C(C=CC=C12)N1C(N(C(C1(C)C)=O)CC1=NC=C(C=C1)C=1OC(=NN1)C(F)F)=O